C(=O)(OC(C)(C)C)N(N=C(C1=CC=CC=C1)C1=CC=CC=C1)C1=CC=C(C=C1)OC N-Boc-N-(4-methoxyphenyl)benzophenone hydrazone